6-(4-(4-(4-(2,6-dioxopiperidin-3-yl)-3-fluorobenzyl)piperazin-1-yl)piperidin-1-yl)-2-(4-phenoxyphenyl)nicotinamide O=C1NC(CCC1C1=C(C=C(CN2CCN(CC2)C2CCN(CC2)C2=NC(=C(C(=O)N)C=C2)C2=CC=C(C=C2)OC2=CC=CC=C2)C=C1)F)=O